5-chloro-N-[(furan-2-yl)methyl]-3-methyl-2-[(2S)-2-(methylamino)propyl]thieno[3,2-b]pyridin-7-amine hydrochloride Cl.ClC1=CC(=C2C(=N1)C(=C(S2)C[C@H](C)NC)C)NCC=2OC=CC2